6-(2-(allyloxy)-5,6-dichloro-3-fluorophenyl)-3-ethyl-6,7-dihydro-5H-pyrrolo[2,1-c][1,2,4]triazole C(C=C)OC1=C(C(=C(C=C1F)Cl)Cl)C1CC2=NN=C(N2C1)CC